CCCCCCCCCCCCCC(=O)CC(=O)SCCNC(=O)CCNC(=O)[C@@H](C(C)(C)COP(=O)([O-])OP(=O)([O-])OC[C@@H]1[C@H]([C@H]([C@@H](O1)N2C=NC3=C(N=CN=C32)N)O)OP(=O)([O-])[O-])O The molecule is an acyl-CoA(4-) arising from deprotonation of the phosphate and diphosphate OH groups of 3-oxopalmitoyl-CoA. It has a role as a human metabolite and a Saccharomyces cerevisiae metabolite. It is an 11,12-saturated fatty acyl-CoA(4-) and a long-chain 3-oxo-fatty acyl-CoA(4-). It is a conjugate base of a 3-oxopalmitoyl-CoA.